1-((3R,4S)-4-((5-(3-(2,2-Difluoroethyl)-3H-[1,2,3]triazolo[4,5-b]pyridin-5-yl)-4-(methylamino)pyrrolo[2,1-f][1,2,4]triazin-2-yl)amino)-3-fluoropiperidin-1-yl)ethan-1-one FC(CN1N=NC=2C1=NC(=CC2)C=2C=CN1N=C(N=C(C12)NC)N[C@@H]1[C@@H](CN(CC1)C(C)=O)F)F